C(=O)(OC(C)(C)C)N[C@@H](CCCCN)C(=O)O BOC-lysine